4-(2-cyclopropyl-7-methoxybenzofuran-4-yl)-1-ethylpyridin-2(1H)-one C1(CC1)C=1OC2=C(C1)C(=CC=C2OC)C2=CC(N(C=C2)CC)=O